CC(C=O)CCCCCCCCC METHYL-NONYL-ACETALDEHYDE